1-[3-(3-Hydroxyphenyl)-5-(4-methoxynaphthalen-1-yl)-4,5-dihydropyrazol-1-yl]-ethanone OC=1C=C(C=CC1)C1=NN(C(C1)C1=CC=C(C2=CC=CC=C12)OC)C(C)=O